1-(2-chlorophenyl)-4-(((1R,2S)-2-fluorocyclopropyl)amino)-7-(trifluoro-methyl)quinazolin-2(1H)-one ClC1=C(C=CC=C1)N1C(N=C(C2=CC=C(C=C12)C(F)(F)F)N[C@H]1[C@H](C1)F)=O